6-(1-(3-chloropyridin-2-yl)-3-(2,2,2-trifluoroethoxy)-1H-pyrazole-5-carboxamido)-5-methyl-N-(2-(methylthio)ethyl)pyrazolo[1,5-a]pyridine-7-carboxamide ClC=1C(=NC=CC1)N1N=C(C=C1C(=O)NC=1C(=CC=2N(C1C(=O)NCCSC)N=CC2)C)OCC(F)(F)F